COC1=C(CNN2C(CCCC2)=O)C=CC(=C1)C(F)(F)F 1-((2-methoxy-4-(trifluoromethyl)benzyl)amino)piperidin-2-one